C(C)OC(=O)NC=1SC(=C(C1C(=O)OCC)C)C1=CC=C(C=C1)[N+](=O)[O-] ethyl 2-ethoxycarbonylamino-4-methyl-5-(4-nitrophenyl)thiophene-3-carboxylate